C(C)N(C)[SiH2]N(CC)C bis(ethyl-methyl-amino)silane